FC1(CCN(CC1)C=1C2=C(N=C(N1)NCC1=CC=C(C=C1)OC)CCC2)F 4-(4,4-difluoropiperidin-1-yl)-N-(4-methoxybenzyl)-6,7-dihydro-5H-cyclopenta[d]pyrimidin-2-amine